1-(5-(morpholine-4-carbonyl)pyridin-2-yl)piperidin N1(CCOCC1)C(=O)C=1C=CC(=NC1)N1CCCCC1